(S)-1,3-oxazolidin-2-one O1C(NCC1)=O